N-(adamantan-1-yl)-1-(4-fluorophenyl)-5-(4-isopropylphenyl)-1H-1,2,4-triazole-3-carboxamide C12(CC3CC(CC(C1)C3)C2)NC(=O)C2=NN(C(=N2)C2=CC=C(C=C2)C(C)C)C2=CC=C(C=C2)F